C[C@@H]1C[C@@H]([C@@H](N1C(=O)OC)COC1CC2CC2(CC1)C1=NC=CC=N1)NC(C(F)(F)F)=O methyl (2R,3S,5R)-5-methyl-2-(((6-(pyrimidin-2-yl)bicyclo[4.1.0]heptan-3-yl)oxy)methyl)-3-(2,2,2-trifluoroacetamido)pyrrolidine-1-carboxylate